C(C)OC(=O)C1=COC(=CC1=O)C1=CC(=C(C=C1)N1CCCC1)C#N 6-(3-cyano-4-(pyrrolidin-1-yl)phenyl)-4-oxo-4H-pyran-3-carboxylic acid ethyl ester